COCOC1(CCC(CC1)N1N=C2C[C@@H](C3=C(C2=C1)ON=C3C(C)=O)C)C 1-((S)-7-((1r,4r)-4-(methoxymethoxy)-4-methylcyclohexyl)-4-methyl-5,7-dihydro-4H-isoxazolo[5,4-e]indazol-3-yl)ethan-1-one